2-((5-formylpyridin-2-yl)oxy)-N-methylacetamide C(=O)C=1C=CC(=NC1)OCC(=O)NC